C(#N)C1=C[C@@](CC(C1=O)(C)C)(C)N(C(=O)C=1C=CC2=C(N=C(S2)C)C1)C (S)-N-(3-cyano-1,5,5-trimethyl-4-oxocyclohex-2-en-1-yl)-N,2-dimethylbenzo[d]thiazole-5-carboxamide